NC1(CC1)C=1C=2C3=C(C(N(C3=CC1)CC1=CC=C(C=C1)OC)=O)C=CC2 6-(1-amino-cyclopropyl)-1-(4-methoxybenzyl)benzo[cd]indol-2(1H)-one